[S-2].[S-2].[Ti+4] titanium disulfide